1-Methyl-1,8-diazaspiro[4.5]decan-4-one CN1CCC(C12CCNCC2)=O